CN1N=C2C=CC=C(C2=C1)C1=NN(C2=C(C=CC=C12)C)C=1C=CC(=NC1)N1C2CN(C(C1)CC2)C(C)=O 1-[5-(5-{2',7-dimethyl-1H,2'H-[3,4'-biindazol]-1-yl}pyridin-2-yl)-2,5-diazabicyclo[2.2.2]octan-2-yl]ethan-1-one